N1(CCC1)C1=CC2=C(C=C(O2)C(=O)NS(=O)(=O)C2=CSC3=C2C=CC=C3)C(=C1)F 6-(Azetidin-1-yl)-N-(1-benzothiophene-3-sulfonyl)-4-fluoro-1-benzofuran-2-carboxamide